C1(CCCCC1)NC=1C2=C(N=C(C1)NC1=C(C=C(C=C1)S(=O)(=O)C)OC)NC=C2C(F)(F)F N4-cyclohexyl-N6-(2-methoxy-4-(methylsulfonyl)phenyl)-3-(trifluoromethyl)-1H-pyrrolo[2,3-b]pyridine-4,6-diamine